2-(tert-Butyl)-5-fluoro-2'-methyl-1'H-spiro[benzo[d][1,3]oxazine-4,4'-isoquinoline]-1',3'(2'H)-dione C(C)(C)(C)C=1OC2(C(N(C(C3=CC=CC=C23)=O)C)=O)C2=C(N1)C=CC=C2F